C(C)C=1N=C2N(C=C(C=C2)C2CCN(CC2)S(=O)(=O)C)C1N(C=1SC(=C(N1)C1=CC=C(C=C1)F)C(C)=O)C 1-(2-((2-ethyl-6-(1-(methylsulfonyl)piperidin-4-yl)imidazo[1,2-a]pyridin-3-yl)(methyl)amino)-4-(4-fluorophenyl)thiazol-5-yl)ethanone